2'-(methylsulfonyl)-4'-(1,4-oxazepan-4-yl)-3,4,5',8'-tetrahydro-2H-spiro[naphthalene-1,7'-pyrano[4,3-d]pyrimidine]-8-carbonitrile CS(=O)(=O)C=1N=C(C2=C(N1)CC1(OC2)CCCC2=CC=CC(=C21)C#N)N2CCOCCC2